3-phenyl-5-cyano-4,6-diamino-2-tert-butoxycarbonyl-1-p-toluenesulfonyl-2,3-dihydro-1H-pyrrolo[2,3-b]pyridine C1(=CC=CC=C1)C1C(N(C2=NC(=C(C(=C21)N)C#N)N)S(=O)(=O)C2=CC=C(C)C=C2)C(=O)OC(C)(C)C